N-hydroxy-4-(1-(2-hydroxyethyl)-1H-benzo[d]imidazol-2-ylamino)benzamide ONC(C1=CC=C(C=C1)NC1=NC2=C(N1CCO)C=CC=C2)=O